FC(C=1C=C(C=C(C1)C(F)(F)F)NC(C1=C(C=CC=C1OC1=CC=C(C=C1)OC)O)=O)(F)F N-(3,5-bis(trifluoromethyl)phenyl)-2-hydroxy-6-(4-methoxyphenoxy)benzamide